CC=1C=C(CN2CCC(CC2)NC(=O)NC2=CC(=CC=C2)C(F)(F)F)C=CC1 1-(1-(3-methylbenzyl)piperidin-4-yl)-3-(3-(trifluoromethyl)phenyl)urea